[Os](Br)(Br)(Br)Br.C(CCCCC)=N hexaanimine osmium bromide